C1OCC12CC(C2)COC2=C1C(=NC(=C2)Cl)C2(OCC1)COCC2 4'-(2-oxaspiro[3.3]heptan-6-ylmethoxy)-2'-chloro-4,5,5',6'-tetrahydro-2H-spiro[furan-3,8'-pyrano[3,4-b]pyridine]